NC1=NC([N]C=C1)=O 4-amino-2H-1λ2-pyrimidine-2-one